NC1=NC=NN2C1=CC=C2[C@]2([C@@H]([C@@H]([C@H](O2)COC(=O)C2CCCCCC2)O)O)C#N.CSC2=CC=C(C=C2)C(C(C)N2CCOCC2)=O 4-(methylthio)phenyl-2-morpholino-propan-1-one ((2R,3S,4R,5R)-5-(4-aminopyrrolo[2,1-f][1,2,4]triazin-7-yl)-5-cyano-3,4-dihydroxytetrahydrofuran-2-yl)methyl-cycloheptanecarboxylate